methyl-benzyl-camphor CC1(C(C2(CCC1C2(C)C)C)=O)CC2=CC=CC=C2